5-FLUOROINDOLE-3-CARBOXALDEHYDE FC=1C=C2C(=CNC2=CC1)C=O